C(=O)(O)CC1=CC(=C(C=C1O)C1=NC2=C(N1)C=CC(=C2)C(=O)O)O 2-(4-(Carboxymethyl)-2,5-dihydroxyphenyl)-1H-benzo[d]imidazole-5-carboxylic acid